C(C1=CC=CC=C1)OC(=O)N(C(CCCCCCCC(=O)OC)CCCCCCCC(=O)OC)CC1CCN(CC1)C dimethyl 9-(((benzyloxy)carbonyl)((1-methylpiperidin-4-yl)methyl)amino)heptadecanedioate